N1(CCCCCC1)C=O hexahydro-1H-azepin-1-carbaldehyde